BrC=1C=CC(=C(C1)[C@@H](CCCCC)O)C1=NN=NN1 (R)-1-(5-Bromo-2-(1H-tetrazol-5-yl)phenyl)hexan-1-ol